C(CCC(=O)O)(=O)N[C@@H](CCC(=O)[O-])C(=O)[O-] Succinyl-Glutamate